tert-butyl 4-{[1-(6-aminopyridin-3-yl)-4-hydroxypiperidin-4-yl]methyl}piperazine-1-carboxylate NC1=CC=C(C=N1)N1CCC(CC1)(O)CN1CCN(CC1)C(=O)OC(C)(C)C